N-(6-(2-hydroxy-propan-2-yl)-2-(piperidin-4-yl)-2H-indazol-5-yl)-6-(trifluoromethyl)pyridinecarboxamide OC(C)(C)C=1C(=CC2=CN(N=C2C1)C1CCNCC1)NC(=O)C1=NC(=CC=C1)C(F)(F)F